COC=1C=CC(=NC1COC1CC2(C(N3C(O2)CC[C@H]3C3=NC=CN=C3)=O)C1)C#N 5-methoxy-6-({[(5'S)-3'-oxo-5'-(pyrazin-2-yl)tetrahydro-3'H-spiro[cyclobutane-1,2'-pyrrolo[2,1-b][1,3]oxazol]-3-yl]oxy}methyl)pyridine-2-carbonitrile